6-amino-3,3-dimethylindol-2-one NC1=CC=C2C(C(NC2=C1)=O)(C)C